N-[3-(5-chloro-1,3-benzothiazol-2-yl)-1-bicyclo[1.1.1]pentanyl]-2-(1-methylsulfonylethyl)pyridine-4-carboxamide ClC=1C=CC2=C(N=C(S2)C23CC(C2)(C3)NC(=O)C3=CC(=NC=C3)C(C)S(=O)(=O)C)C1